C(C)O[Si](CCCSSCCC[Si](OCC)(OCC)OCC)(OCC)OCC bis-(gamma-triethoxysilylpropyl) disulfide